3-(2-[3-(2,4-Diamino-6-ethylpyrimidin-5-yloxy)propoxy]phenyl)-N-hydroxypropanamide hydrochloride Cl.NC1=NC(=C(C(=N1)N)OCCCOC1=C(C=CC=C1)CCC(=O)NO)CC